CC/C=C\\C/C=C\\C/C=C\\C/C=C\\C/C=C\\C/C=C\\CCCCCCCCCC[C@H](CC(=O)SCCNC(=O)CCNC(=O)[C@@H](C(C)(C)COP(=O)([O-])OP(=O)([O-])OC[C@@H]1[C@H]([C@H]([C@@H](O1)N2C=NC3=C(N=CN=C32)N)O)OP(=O)([O-])[O-])O)O The molecule is an (R)-3-hydroxyacyl-CoA(4-) obtained by deprotonation of the phosphate and diphosphate OH groups of (3R,14Z,17Z,20Z,23Z,26Z,29Z)-3-hydroxydotriacontahexaenoyl-CoA; major species at pH 7.3. It is a (R)-3-hydroxyacyl-CoA(4-) and an 11,12-saturated fatty acyl-CoA(4-). It is a conjugate base of a (3R,14Z,17Z,20Z,23Z,26Z,29Z)-3-hydroxydotriacontahexaenoyl-CoA.